C1(CCCCC1)[C@@H]([C@@](C)(O)C1=CC=CC=C1)NC (1S,2S)-1-cyclohexyl-1-(methylamino)-2-phenylpropan-2-ol